BrC=CCC 1-bromo-1-Butene